(S)-N-(3',4'-dichloro-[1,1'-biphenyl]-4-yl)-2-(methylamino)butanamide hydrochloride Cl.ClC=1C=C(C=CC1Cl)C1=CC=C(C=C1)NC([C@H](CC)NC)=O